6-(5,6,7,8-Tetrahydroimidazo[1,2-a]pyrimidin-3-carbonyl)-N-(5-(trifluoromethyl)pyridin-3-yl)-4,5,6,7-tetrahydrothieno[2,3-c]pyridin-3-carboxamid N=1C=C(N2C1NCCC2)C(=O)N2CC1=C(CC2)C(=CS1)C(=O)NC=1C=NC=C(C1)C(F)(F)F